N\C(\C1CC1)=N/C1=C(C(=O)[O-])C=CC(=C1)[C@H](C)NC=1C2=C(N=C(N1)N)OC(=C2)C [(Z)-[amino(cyclopropyl)methylene]amino]4-[(1S)-1-[(2-amino-6-methyl-furo[2,3-d]pyrimidin-4-yl)amino]ethyl]benzoate